(S)-3-(2,4-difluoro-5-(piperazin-1-yl)phenoxy)pyrrolidin-2-one succinate Titanium Titanium [Ti+4].[Ti+4].C(CCC(=O)[O-])(=O)[O-].FC1=C(O[C@@H]2C(NCC2)=O)C=C(C(=C1)F)N1CCNCC1.C(CCC(=O)[O-])(=O)[O-].C(CCC(=O)[O-])(=O)[O-].C(CCC(=O)[O-])(=O)[O-]